N-cyclohexylacrylamide C1(CCCCC1)NC(C=C)=O